tert-butyl (R)-((4-bromopyridin-2-yl)(methyl)(oxo)-λ6-sulfaneylidene)carbamate BrC1=CC(=NC=C1)[S@](=O)(C)=NC(OC(C)(C)C)=O